N1=CC(=CC=C1)C(=O)C=1C=CC2=C(C(=CO2)C=2CC3CCCCN3CC2)C1 5-(3-pyridinecarbonyl)-3-(1,4,5,6,7,8,9-heptahydroquinolizin-2-yl)-benzofuran